2-trifluoromethyl-1,4-diacetylbenzene FC(C1=C(C=CC(=C1)C(C)=O)C(C)=O)(F)F